methyl (R)-2-((1-(6-methyl-3-(methyl-d3)-2-morpholino-4-oxo-3,4-dihydroquinazolin-8-yl)ethyl)amino)benzoate CC=1C=C2C(N(C(=NC2=C(C1)[C@@H](C)NC1=C(C(=O)OC)C=CC=C1)N1CCOCC1)C([2H])([2H])[2H])=O